(1R,3S,5R)-2-(2-(4-amino-6-(trifluoromethyl)-9H-pyrimido[4,5-b]indol-9-yl)acetyl)-N-(6-bromopyridin-2-yl)-2-azabicyclo[3.1.0]hexane-3-carboxamide NC1=NC=NC=2N(C3=CC=C(C=C3C21)C(F)(F)F)CC(=O)N2[C@@H]1C[C@@H]1C[C@H]2C(=O)NC2=NC(=CC=C2)Br